S1CCSC=C1 2,3-dihydro-1,4-dithiine